4-bromo-1,3-thiazole BrC=1N=CSC1